(S)-4-(tert-butyl)-4-hydroxy-8-(1H-pyrazol-4-yl)-3,4-dihydro-1H-pyrano[4,3-b]Thieno[3,2-d]Pyridin-6(5H)-one C(C)(C)(C)[C@]1(COCC2=C1NC(C1=C2C=C(S1)C=1C=NNC1)=O)O